n-dodecylamine C(CCCCCCCCCCC)N